4-(3-((8-(tert-butoxycarbonyl)-1,8-diazaspiro[4.5]decan-1-yl)methyl)-5-(trifluoromethyl)phenoxy)cyclohexane-1-carboxylic acid C(C)(C)(C)OC(=O)N1CCC2(CCCN2CC=2C=C(OC3CCC(CC3)C(=O)O)C=C(C2)C(F)(F)F)CC1